4-dimethylaminocinnamic acid CN(C1=CC=C(C=CC(=O)O)C=C1)C